O=C1C2=C(N=NN1CC(=O)N[C@@H](C)C1=CC=CC=C1)C=CC=C2 (S)-2-(4-oxo-benzo[d][1,2,3]triazin-3(4H)-yl)-N-(1-phenylethyl)acetamide